N1C(=NC2=C1C=CC=C2)C(=O)N2CCC(CC2)C2=C(C=CC=C2)C(F)(F)F (1H-benzo[d]imidazol-2-yl)(4-(2-(trifluoromethyl)phenyl)piperidin-1-yl)methanone